CN1N=C(C=C1C=O)C(F)(F)F 2-methyl-5-(trifluoro-methyl)pyrazole-3-carbaldehyde